1-(4-chlorobenzyl)-3-(4-((4-methyl-3-oxopiperazin-1-yl)methyl)phenyl)urea ClC1=CC=C(CNC(=O)NC2=CC=C(C=C2)CN2CC(N(CC2)C)=O)C=C1